BrC=1C(=NC(=CC1)SC(C)C)OC 3-bromo-6-(isopropylthio)-2-methoxypyridine